FC(C=1C=C(C=2N(C1)C(=NN2)NC(C)C2=NC=NN2C2=CC=C(C=N2)C#N)C(F)(F)F)(F)F 6-[5-[1-[[6,8-bis(trifluoromethyl)-[1,2,4]triazolo[4,3-a]pyridin-3-yl]amino]ethyl]-1,2,4-triazol-1-yl]pyridine-3-carbonitrile